1,1-difluoro-2-chloroethylene FC(=CCl)F